N-(1,1-dimethylsilacycloheptyn-4-yl)-6-methoxy-1H-pyrrolo[2,3-b]pyridine-2-carboxamide C[Si]1(C#CC(CCC1)NC(=O)C1=CC=2C(=NC(=CC2)OC)N1)C